6-((5-((3S,4S)-4-amino-3-methyl-2-oxa-8-azaspiro[4.5]decan-8-yl)pyrazin-2-yl)thio)-5-chloro-3-(isoxazol-3-ylmethyl)quinazolin-4(3H)-one N[C@@H]1[C@@H](OCC12CCN(CC2)C=2N=CC(=NC2)SC=2C(=C1C(N(C=NC1=CC2)CC2=NOC=C2)=O)Cl)C